ClC1=NC=C(C=N1)C(=O)N1C(CN(CC1)C(=O)OC(C)(C)C)(C)C Tert-butyl 4-(2-chloropyrimidine-5-carbonyl)-3,3-dimethylpiperazine-1-carboxylate